O1CCN(CC1)C1COC2(C1)CCN(CC2)C(=O)OC(C)(C)C tert-butyl 3-morpholino-1-oxa-8-azaspiro[4.5]decane-8-carboxylate